methyl 3-ethoxypropionate C(C)OCCC(=O)OC